BrC1=CC2=C(OC(CN2C(=O)OC(C)(C)C)C)N=C1 tert-butyl 7-bromo-3-methyl-2,3-dihydro-1H-pyrido[2,3-b][1,4]oxazine-1-carboxylate